S1C(=NN=C1)C=1C(=C2C(=NC1)NC=C2)N[C@H]2CN(CCC2)C(CC#N)=O |r| rac-(R)-3-(3-((5-(1,3,4-thiadiazol-2-yl)-1H-pyrrolo[2,3-b]pyridin-4-yl)amino)piperidin-1-yl)-3-oxopropanenitrile